2-[5-(2,2-dichlorovinyl)-2-oxo-1-piperidinyl]butanamide ClC(=CC1CCC(N(C1)C(C(=O)N)CC)=O)Cl